CC1(C(=O)N(C(=O)O1)NC2=CC=CC=C2)C3=CC=C(C=C3)OC4=CC=CC=C4 The molecule is a member of the class of oxazolidinones that is 1,3-oxazolidine-2,4-dione in which the hydrogen attached to the nitrogen is substituted by a phenylamino group and the hydrogens at position 5 are substituted by methyl and 4-phenoxyphenyl groups. It is an aromatic ether, a carbohydrazide and an oxazolidinone.